(3,5-dichloro-2-fluoro-4-(4-hydroxy-3-isopropylbenzyl)phenyl)glycinoyl chloride ClC=1C(=C(C=C(C1CC1=CC(=C(C=C1)O)C(C)C)Cl)NCC(=O)Cl)F